bis(cyclopentadienyl)bis[2,6-difluoro-3-(N-butylhexyldimethylsilylamino)phenyl]titanium C1(C=CC=C1)[Ti](C1=C(C(=CC=C1F)N(CCCC)[Si](CCCCCC)(C)C)F)(C1=C(C(=CC=C1F)N(CCCC)[Si](C)(C)CCCCCC)F)C1C=CC=C1